FC(C(=O)O)(F)F.O=C1NC(CCC1C1=CC(=C(C=C1)C1CCN(CC1)CC(=O)O)F)=O 2-(4-(4-(2,6-dioxopiperidin-3-yl)-2-fluorophenyl)piperidin-1-yl)acetic acid trifluoroacetate salt